2,2'-((2-((2-(3-(2-((cyanomethyl)(2-((cyanomethyl)amino)ethyl)amino)ethyl)-2-oxoimidazolidin-1-yl)ethyl)(2-((cyanomethyl)amino)ethyl)amino)ethyl)azanediyl)diacetonitrile C(#N)CN(CCN1C(N(CC1)CCN(CCN(CC#N)CC#N)CCNCC#N)=O)CCNCC#N